6-chloro-4-((2-methoxy-3-(pyrimidin-2-yl)phenyl)amino)-N-trideuteromethylpyridazine-3-carboxamide ClC1=CC(=C(N=N1)C(=O)NC([2H])([2H])[2H])NC1=C(C(=CC=C1)C1=NC=CC=N1)OC